FC(C1C2CN(CC12)C=1C=2N(C3=CC=C(C=C3N1)C(=O)OC)C=CC2)(F)F methyl 4-(6-(trifluoromethyl)-3-azabicyclo[3.1.0]hexan-3-yl)pyrrolo[1,2-a]quinoxaline-7-carboxylate